6-Bromo-3-((trans-3-((tert-butyldimethylsilyl)oxy)cyclopentyl)oxy)-3-(4-chlorophenyl)-2-((5-chloropyridin-2-yl)methyl)isoindolin-1-one BrC1=CC=C2C(N(C(C2=C1)=O)CC1=NC=C(C=C1)Cl)(C1=CC=C(C=C1)Cl)O[C@@H]1C[C@H](CC1)O[Si](C)(C)C(C)(C)C